ClC1=CC=C(OCC(=O)NC23CC(C2)(C3)C(=O)OC)C=C1 methyl 3-[[2-(4-chlorophenoxy)acetyl]amino]bicyclo[1.1.1]pentane-1-carboxylate